3,3,4,4-Tetramethyl-2,3,4,6,7,8-hexahydro-5H-chromen-5-on CC1(COC=2CCCC(C2C1(C)C)=O)C